C1(CC1)C1=NNC(=N1)C1CC2(CN(C2)C(=O)N2CCN(CC2)CC=2N=C(OC2)C)C1 [6-(3-cyclopropyl-1H-1,2,4-triazol-5-yl)-2-azaspiro[3.3]heptan-2-yl]-[4-[(2-methyloxazol-4-yl)methyl]piperazino]methanone